1-ethyl-N-[(1R,3S)-3-{[6-methyl-2-(trifluoromethyl)quinolin-4-yl]amino}cyclohexyl]-1H-pyrazole-5-carboxamide C(C)N1N=CC=C1C(=O)N[C@H]1C[C@H](CCC1)NC1=CC(=NC2=CC=C(C=C12)C)C(F)(F)F